C1(=CC=CC=C1)N(C1=CC=C(C=C1)C=1C(C(C2=CC3=CC=CC=C3C=C2C1)=O)=O)C1=CC=CC=C1 (4-(diphenylamino)phenyl)anthracene-1,2-dione